(S)-2-(6-bromo-2-ethyl-3-oxo-1,2,3,4-tetrahydroisoquinolin-8-yl)pyrrolidine-1-carboxylic acid tert-butyl ester C(C)(C)(C)OC(=O)N1[C@@H](CCC1)C=1C=C(C=C2CC(N(CC12)CC)=O)Br